CC(CCCC1=C(C=C(C=C1)OC)N1CCC(CC1)COC=1C=C(C=CC1)[C@H](CP(O)(O)=O)C)(C)C (R)-(2-(3-((1-(2-(4,4-dimethylpentyl)-5-methoxyphenyl)piperidin-4-yl)methoxy)phenyl)propyl)phosphonic acid